2-(anilinomethyl)-6-(2-chloro-4-methylphenyl)-1H-benzimidazole-4-carboxylic acid N(C1=CC=CC=C1)CC1=NC2=C(N1)C=C(C=C2C(=O)O)C2=C(C=C(C=C2)C)Cl